Cl.C12(CC3CC(CC(C1)C3)C2)NC(C2=C(C=CC=C2)S(=O)(=O)C/C(=C/CN)/F)=O N-(adamantan-1-yl)-2-(((Z)-4-amino-2-fluorobut-2-en-1-yl)sulfonyl)benzamide hydrochloride